1-cyclopropyl-6-fluoro-8-methoxy-7-[3-(3-aminopropyl)-1H-pyrrol-1-yl]-4-oxo-1,4-dihydroquinoline-3-carboxylic acid C1(CC1)N1C=C(C(C2=CC(=C(C(=C12)OC)N1C=C(C=C1)CCCN)F)=O)C(=O)O